2-nitro-1,3-propylene glycol sodium salt [Na].[N+](=O)([O-])C(CO)CO